2-(5-aminophenyl)-benzotriazole NC=1C=CC=C(C1)N1N=C2C(=N1)C=CC=C2